C(C)N(C(=O)C=1SC=CC1OC=1C(=NC=NC1)NC1CCN(CC1)CC1CCC(CC1)SCC)C(C)C N-ethyl-3-((4-((1-(((1r,4r)-4-(ethylsulfanyl)-cyclohexyl)-methyl)-piperidin-4-yl)amino)-pyrimidin-5-yl)-oxy)-N-isopropyl-thiophene-2-carboxamide